N1C=CC2=CC(=CC=C12)CN[C@@H]1[C@H](CCC1)OC=1C=C2CN(C(C2=CC1)=O)C1C(NC(CC1)=O)=O 3-(5-(((1S,2S)-2-(((1H-indol-5-yl)methyl)amino)cyclopentyl)oxy)-1-oxoisoindolin-2-yl)piperidine-2,6-dione